6-((2-aminoethyl)sulfonyl)-2-(2H-tetrazol-5-yl)benzenesulfonamide NCCS(=O)(=O)C1=CC=CC(=C1S(=O)(=O)N)C=1N=NNN1